6-[(4S)-7-chloro-2,4-dimethyl-8-(trifluoromethyl)-4H-[1,2,4]triazolo[1,5-a][1,4]benzodiazepine-6-Yl]-5-fluoro-pyridin-2-ol ClC1=C(C=CC2=C1C(=N[C@H](C=1N2N=C(N1)C)C)C1=C(C=CC(=N1)O)F)C(F)(F)F